COC(=O)C1=CC2=C(N=C(N2CCOC)CC2=C(C=C(C=C2)C2=NC=CC(=N2)OCC2=C(C=C(C=C2)C#N)F)F)C=C1 2-{[4-[4-[(4-cyano-2-fluoro-phenyl)methoxy]Pyrimidin-2-yl]-2-fluoro-phenyl]Methyl}-3-(2-methoxyethyl)benzimidazole-5-carboxylic acid methyl ester